(2S)-4-tert-butoxycarbonylpiperazine-2-carboxylic acid C(C)(C)(C)OC(=O)N1C[C@H](NCC1)C(=O)O